tert-Butyl 4-((2-(4-(bromomethyl)phenyl)-7-phenylimidazo[1,2-a]pyridin-3-yl)amino)benzoate BrCC1=CC=C(C=C1)C=1N=C2N(C=CC(=C2)C2=CC=CC=C2)C1NC1=CC=C(C(=O)OC(C)(C)C)C=C1